2''-(Difluoromethyl)-5''-methoxy-[2,2':4',4''-terpyridine]-5'-carboxylic acid FC(C1=NC=C(C(=C1)C1=CC(=NC=C1C(=O)O)C1=NC=CC=C1)OC)F